FC(OC1=C(N)C=CC(=C1)N1CCC(CC1)N1C[C@@H]2N(CC1)CCC2)F (R)-2-(difluoromethoxy)-4-(4-(hexahydropyrrolo[1,2-a]pyrazin-2(1H)-yl)piperidin-1-yl)aniline